C(=O)NCC(=O)O Formyl-Glycin